3-(5-fluoropyridin-3-yl)-2-[4-(1-methylimidazol-5-yl)piperidin-1-yl]benzene-1-carbonitrile FC=1C=C(C=NC1)C=1C(=C(C=CC1)C#N)N1CCC(CC1)C1=CN=CN1C